NC1=C(C(NC2=C(C=CC=C12)C1=C(C=CC(=C1)OCC1=NOC(=N1)C)F)=O)C(=O)NCCC 4-amino-8-[2-fluoro-5-[(5-methyl-1,2,4-oxadiazol-3-yl)methoxy]phenyl]-2-oxo-N-propyl-1H-quinoline-3-carboxamide